3-methyl-5-(2,2,3-trimethyl-3-cyclopenten-1-yl)pentan-2-ol CC(C(C)O)CCC1C(C(=CC1)C)(C)C